(2S)-4-(6-chloropyridazin-3-yl)morpholine-2-carboxamide ClC1=CC=C(N=N1)N1C[C@H](OCC1)C(=O)N